6-{[4-(3-chloro-2-methyl-phenyl)piperidin-4-yl]amino}-1,3,3-trimethylindol-2-one hydrobromide Br.ClC=1C(=C(C=CC1)C1(CCNCC1)NC1=CC=C2C(C(N(C2=C1)C)=O)(C)C)C